methyl 4-((2-(2,6-difluoro-4-(methylcarbamoyl)phenyl)-7-methylimidazo[1,2-a]pyridin-3-yl)methyl)piperidine-1-carboxylate FC1=C(C(=CC(=C1)C(NC)=O)F)C=1N=C2N(C=CC(=C2)C)C1CC1CCN(CC1)C(=O)OC